C(=C)C1=C(C=CC=C1)CCC=C 4-(vinyl-phenyl)-1-butene